Prop-2-en-1-yl acetate C(C)(=O)OCC=C